[Br-].CN(C(C(C)[Zn+])=O)C (1-(Dimethylamino)-1-oxopropan-2-yl)zinc(II) bromide